4-methylbenzenesulfonic acid (3-methoxy-3-methyl-butyl) ester COC(CCOS(=O)(=O)C1=CC=C(C=C1)C)(C)C